N-(tert-butyl)-1,3-propanediamine C(C)(C)(C)NCCCN